1,2-bis(2-(tosyl-λ2-azaneyl)ethoxy)ethane S(=O)(=O)(C1=CC=C(C)C=C1)[N]CCOCCOCC[N]S(=O)(=O)C1=CC=C(C)C=C1